Tert-butyl-N2-(tert-butoxycarbonyl)glycyl-L-phenylalanyl-N6-(2-(2-((2,5-dioxopyrrolidin-1-yl)oxy)-2-oxoethoxy)acetyl)-L-lysine tert-butyl ester C(C)(C)(C)OC([C@@H](NC([C@@H](NC(CN(C(=O)OC(C)(C)C)C(C)(C)C)=O)CC1=CC=CC=C1)=O)CCCCNC(COCC(=O)ON1C(CCC1=O)=O)=O)=O